FC(C(=O)NCC1=C(C=C(C=C1)C1=CC=C(C=C1)C(F)(F)F)C1=NN(C=C1)C)=C 2-fluoro-N-((3-(1-methyl-1H-pyrazol-3-yl)-4'-(trifluoromethyl)-[1,1'-biphenyl]-4-yl)methyl)acrylamide